bromo-4-chloro-7-methoxyquinolin-3-amine BrC1=NC2=CC(=CC=C2C(=C1N)Cl)OC